FC1=C(C=CC=C1F)C1=CC=C2CCC(C2=C1)NC(O[C@@H]1CN2CCC1CC2)=O (S)-quinuclidin-3-yl (6-(2,3-difluorophenyl)-2,3-dihydro-1H-inden-1-yl)carbamate